3-(4-(aminomethyl)-4-methylpiperidin-1-yl)-6-(naphthalen-1-ylthio)pyrazin-2(1H)-one NCC1(CCN(CC1)C=1C(NC(=CN1)SC1=CC=CC2=CC=CC=C12)=O)C